C1(CCCCC1)COC1=C(C(=O)N2CC3=CC=CC(=C3C2)NC(\C=C\CN2CCN(CC2)C)=O)C(=CC(=C1C)O)O (E)-N-(2-(2-(cyclohexylmethoxy)-4,6-dihydroxy-3-methylbenzoyl)isoindolin-4-yl)-4-(4-methylpiperazin-1-yl)but-2-enamide